2-octen-1-ylsuccinate C(=CCCCCCC)C(C(=O)[O-])CC(=O)[O-]